3-(2,6-diazaspiro[3.5]nonan-6-yl)-6-[5-(6-methyl-2-pyridyl)-1H-imidazol-4-yl]quinoline C1NCC12CN(CCC2)C=2C=NC1=CC=C(C=C1C2)C=2N=CNC2C2=NC(=CC=C2)C